C1(CCCC1)C[C@H](N)C(=O)O |r| 3-Cyclopentyl-DL-alanine